FC=1C(=NC=CC1)OC fluoro-2-methoxypyridin